(R)-3-methylcyclohexanone C[C@H]1CC(CCC1)=O